[Pb](I)I.C(=N)[NH-].[Cs+] Cesium formamidine lead iodide salt